C(C)(C)(C)OC(=O)N1C[C@H]2COC3=C(C(N2CC1)=O)C(=CC(=C3Cl)Br)OC=3C(=NC=CC3C)C(C)C (S)-9-bromo-10-chloro-7-((2-isopropyl-4-methylpyridin-3-yl)oxy)-6-oxo-3,4,12,12a-tetrahydro-6H-benzo[f]pyrazino[2,1-c][1,4]oxazepine-2(1H)-carboxylic acid tert-butyl ester